CC1=C(C=CC=C1)C=1C=NC=2N(N1)C=C(N2)COC2=CC(=NC=C2)F 2-(2-methylphenyl)-6-((2-fluoropyridin-4-yloxy)methyl)imidazo[1,2-b][1,2,4]triazine